(4-chlorophenyl)quinazoline ClC1=CC=C(C=C1)C1=NC2=CC=CC=C2C=N1